OC1=C(C(OC(=C1)C)=O)C(COC)=O 4-Hydroxy-3-(2-methoxyacetyl)-6-methyl-2H-pyran-2-one